F[P-](F)(F)(F)(F)F.C(CCCCCCC)[N+]1=CC=C(C=C1)C N-Octyl-4-methylpyridinium hexafluorophosphate